(E)-N-(4-((3-chloro-2-fluorophenyl)amino)-5-methylquinazolin-6-yl)-4-(dimethylamino)but-2-enamide ClC=1C(=C(C=CC1)NC1=NC=NC2=CC=C(C(=C12)C)NC(\C=C\CN(C)C)=O)F